OC1=C(C=C(C=C1)C=CC(CC(C)=O)=O)OC 6-(4-hydroxy-3-methoxyphenyl)-5-hexene-2,4-dione